6-(4-((4-(1H-pyrazol-4-yl)phenyl)amino)thieno[3,2-d]pyrimidin-2-yl)-N-(3-fluorocyclobutyl)-1H-indole-2-carboxamide N1N=CC(=C1)C1=CC=C(C=C1)NC=1C2=C(N=C(N1)C1=CC=C3C=C(NC3=C1)C(=O)NC1CC(C1)F)C=CS2